O\N=C/1\C(\NC2=CC=CC=C12)=C/1\CNC2=CC(=CC=C12)[N+](=O)[O-] (2Z,3E)-3-(hydroxyimino)-6'-nitro-[2,3'-biindolinylidene]